C1(=CCCCC1)C(CCC)(O)C1=CSC(=C1)CO[Si](C(C)C)(C(C)C)C(C)C 1-(cyclohex-1-en-1-yl)-1-(5-{[(triisopropylsilyl)oxy]methyl}-3-thienyl)butan-1-ol